N-{[1-(pyrrolidine-1-carbonyl)cyclobutyl]methyl}-4H,5H,6H,7H,8H,9H,10H-cyclonon[b]thiophene-2-carboxamide N1(CCCC1)C(=O)C1(CCC1)CNC(=O)C1=CC2=C(S1)CCCCCCC2